C(C)(=O)N1C[C@H](CCC1)NC(CC1=CNC2=CC(=CC=C12)F)=O (S)-N-(1-acetylpiperidin-3-yl)-2-(6-fluoro-1H-indol-3-yl)acetamide